CC1=NC=C(C(=C1)C1=NN2C(N(C3=C(C2=O)CN(C3=O)[C@H](COC)C)CC(=O)NC3=NC=C(C=C3)F)=C1)C 2-{2-(2,5-dimethylpyridin-4-yl)-6-[(2S)-1-methoxyprop-2-yl]-5,8-dioxo-5,6,7,8-tetrahydro-4H-pyrazolo[1,5-a]pyrrolo[3,4-d]pyrimidin-4-yl}-N-(5-fluoropyridin-2-yl)acetamide